N-(6-amino-5-ethyl-3-pyridyl)-2-[(2S,5R)-2-[2-[2-(dimethylamino)ethyl]-1,3-benzothiazol-5-yl]-5-methyl-1-piperidyl]-2-oxo-acetamide NC1=C(C=C(C=N1)NC(C(=O)N1[C@@H](CC[C@H](C1)C)C=1C=CC2=C(N=C(S2)CCN(C)C)C1)=O)CC